8-bromo-1-chlorodibenzo[b,d]furan BrC=1C=CC2=C(C3=C(O2)C=CC=C3Cl)C1